FC(S(=O)(=O)OC1=CC2=C(C=C1)[C@@H]1N(CCC[C@@H]1O2)C(=O)OC(C)(C)C)(F)F tert-butyl (4aS,9bS)-7-(((trifluoromethyl)sulfonyl)oxy)-3,4,4a,9b-tetrahydrobenzofuro[3,2-b]pyridine-1(2H)-carboxylate